S1CCN(CC1)CC1=C(C=CC=C1)B(O)O 2-(THIOMORPHOLINOMETHYL)PHENYLBORONIC ACID